NC1=NC=C(C2=C1C(=C(S2)C2=C(C=C(C=C2)NC(C(=C)C)=O)CC)C2=CC(=C(C=C2)OC2=NC=CC(=N2)C)F)C=2C=NN(C2)C N-(4-(4-amino-3-(3-fluoro-4-((4-methylpyrimidin-2-yl)oxy)phenyl)-7-(1-methyl-1H-pyrazol-4-yl)thieno[3,2-c]pyridin-2-yl)-3-ethylphenyl)methacrylamide